N-(6-(cyclopropylmethoxy)-2-(1-((1-(2-(2,6-dioxopiperidin-3-yl)-1-oxoisoindolin-5-yl)piperidin-4-yl)methyl)piperidin-4-yl)-2H-indazol-5-yl)pyrazolo[1,5-a]pyrimidine-3-carboxamide C1(CC1)COC=1C(=CC2=CN(N=C2C1)C1CCN(CC1)CC1CCN(CC1)C=1C=C2CN(C(C2=CC1)=O)C1C(NC(CC1)=O)=O)NC(=O)C=1C=NN2C1N=CC=C2